ClC1=CC=C(C=C1)C(CI)Cl 1-chloro-4-(1-chloro-2-iodoethyl)benzene